[Si](C)(C)(C(C)(C)C)OCCO[C@@H]1[C@@H](CN(CC1)C(=O)OC(C)(C)C)F tert-butyl (3R,4S)-4-{2-[(tert-butyldimethylsilyl)oxy]ethoxy}-3-fluoropiperidine-1-carboxylate